(R)-2-(4,4-difluoroazepan-1-yl)-4-methyl-5-(1-methyl-1H-pyrazol-4-yl)-N-(2-(S-methylsulfonimidoyl)pyridin-4-yl)nicotinamide FC1(CCN(CCC1)C1=C(C(=O)NC2=CC(=NC=C2)[S@@](=O)(=N)C)C(=C(C=N1)C=1C=NN(C1)C)C)F